C(C)(C)(C)OC(NC1=C(C2=CC=CC=C2C(=C1)O)F)=O tert-butyl(1-fluoro-4-hydroxynaphthalen-2-yl)carbamate